(6-(2-(pyridin-2-yl) ethyl)-4-(pyridin-4-yl) quinolin-2-yl) glycinate NCC(=O)OC1=NC2=CC=C(C=C2C(=C1)C1=CC=NC=C1)CCC1=NC=CC=C1